4-[3-(2,2-difluoro-1,3-benzodioxol-5-yl)-5-isopropyl-pyrazol-1-yl]piperidine FC1(OC2=C(O1)C=CC(=C2)C2=NN(C(=C2)C(C)C)C2CCNCC2)F